O=S1(CCOCC1)=NC(C1=CC=C(C=C1)C1=NOC(=N1)C(F)(F)F)=O N-(4-oxido-1,4λ6-oxathian-4-ylidene)-4-(5-(trifluoromethyl)-1,2,4-oxadiazol-3-yl)benzamide